5-phenyl-2-[(6-{[(1-phenylcyclobutyl)amino]methyl}imidazo[1,2-a]pyridin-2-yl)methyl]-1,2-dihydro-2,7-naphthyridin-1-one C1(=CC=CC=C1)C1=C2C=CN(C(C2=CN=C1)=O)CC=1N=C2N(C=C(C=C2)CNC2(CCC2)C2=CC=CC=C2)C1